tert-butyl-3-(5-Chloropyrazin-2-yl)-3,6-diazabicyclo[3.1.1]heptane-6-carboxylic acid tert-butyl ester C(C)(C)(C)OC(=O)N1C2CN(CC1(C2)C(C)(C)C)C2=NC=C(N=C2)Cl